NC1=CC=C(C=C1)N1CCC(CC1)CN1CCN(CC1)C=1C=C2CN(C(C2=CC1)=O)C1C(NC(CC1)=O)=O 3-[5-[4-[[1-(4-aminophenyl)-4-piperidyl]methyl]piperazin-1-yl]-1-oxo-isoindolin-2-yl]piperidine-2,6-dione